FC1=C(C2=C(SC=C2)C=C1)N1CCN(CC1)CCC1=CC=C2C=CC(NC2=C1)=O 7-(2-(4-(5-fluorobenzo[b]thiophen-4-yl)piperazin-1-yl)ethyl)quinolin-2(1H)-one